(Z)-3-((4-acrylamido-3,5-dimethyl-1H-pyrrol-2-yl)methylene)-2-oxo-N-(1-phenylethyl)indoline-5-carboxamide C(C=C)(=O)NC=1C(=C(NC1C)\C=C\1/C(NC2=CC=C(C=C12)C(=O)NC(C)C1=CC=CC=C1)=O)C